3-(difluoromethyl)-2-(4-iodo-2-methyl-pyrazol-3-yl)naphthalene-1-carbonitrile FC(C=1C(=C(C2=CC=CC=C2C1)C#N)C=1N(N=CC1I)C)F